C(C)OC(=O)C1=CC(=NN1[C@@H](CNC(=O)OC(C)(C)C)C)C1=CC=C(C=C1)F (R)-1-(1-((tert-butoxycarbonyl)amino)propan-2-yl)-3-(4-fluorophenyl)-1H-pyrazole-5-carboxylic acid ethyl ester